C(C)(C)OC1=CC=2N(C=C1C(=O)NC=1C=NN3C1N=CC=C3)C=C(N2)C2CCNCC2 7-isopropoxy-2-(4-piperidinyl)-N-pyrazolo[1,5-a]pyrimidin-3-yl-imidazo[1,2-a]pyridine-6-carboxamide